C(=O)C1=C(C=C(C#N)C=C1)OCOCC[Si](C)(C)C 4-formyl-3-(2-trimethylsilylethoxymethoxy)benzonitrile